C(CCCCCCC\C=C\CCCCCC)(=O)[O-] trans-palmitoleate